4-bromomethyl-5-methyl-1,3-dioxolan-2-one BrCC1OC(OC1C)=O